ON=C(C(C)OC)N N'-hydroxy-2-methoxypropionamidine